COC1=C(CNC2=CN=C(N(C2=O)CC(=O)OCCCC)SC)C=CC(=C1)OC butyl 2-(5-((2,4-dimethoxybenzyl)amino)-2-(methylthio)-6-oxopyrimidin-1(6H)-yl)acetate